tert-Butyl N-[5-[3-(2,6-dibenzyloxy-3-pyridyl)-1-methyl-indazol-6-yl]-5-azaspiro[3.5]nonan-8-yl]carbamate C(C1=CC=CC=C1)OC1=NC(=CC=C1C1=NN(C2=CC(=CC=C12)N1C2(CCC2)CC(CC1)NC(OC(C)(C)C)=O)C)OCC1=CC=CC=C1